C(C)(C)(C)OC(NC1=NC=NC(=C1)/C=N/O)=O (E)-(6-((hydroxyimino)methyl)pyrimidin-4-yl)carbamic acid tert-butyl ester